CN(/C=C/C(=O)C1=C(C=C(C=C1)C=1SC=CC1)O)C (E)-3-(dimethylamino)-1-(2-hydroxy-4-(thiophene-2-yl)phenyl)prop-2-en-1-one